S(=S)(=O)([O-])[O-].[K+].[K+] potassium thio-sulfate